Cobalt-Nickel-Manganese-Lithium [Li].[Mn].[Ni].[Co]